COC1=C(C=C(C=C1)N1CCC(CCC1)OC)S(=O)(=O)N 2-methoxy-5-(4-methoxyazepan-1-yl)benzenesulfonamide